(S)-4-amino-7-fluoro-N-methyl-N-(6-(1-phenyl-1H-pyrazol-4-yl)-2,3-dihydrobenzofuran-3-yl)imidazo[1,5-a]quinoxaline-8-carboxamide NC=1C=2N(C3=CC(=C(C=C3N1)F)C(=O)N([C@@H]1COC3=C1C=CC(=C3)C=3C=NN(C3)C3=CC=CC=C3)C)C=NC2